N=1C=C(N2C1C=NC=C2)C(=O)N2CC(C1=CC=C(C=C21)C(=O)NC2=CC(=CC(=C2)C(F)(F)F)N2C=NC(=C2)C)C 1-(imidazo[1,2-a]pyrazine-3-carbonyl)-3-methyl-N-(3-(4-methyl-1H-imidazol-1-yl)-5-(trifluoromethyl)phenyl)indoline-6-carboxamide